N-(4-amino-2H-pyrazolo[4,3-c]pyridin-7-yl)-2-oxo-2-[rac-(2R,5S)-2-(4,4-difluorocyclohexyl)-5-methyl-1-piperidyl]acetamide NC1=NC=C(C=2C1=CNN2)NC(C(N2[C@H](CC[C@@H](C2)C)C2CCC(CC2)(F)F)=O)=O |r|